1-methoxy-2-trimethylsilyl-1-sila-2-azacyclopentane CO[SiH]1N(CCC1)[Si](C)(C)C